N-ethyl-5-fluoro-2-((5-(2-(6-hydroxy-2-methylhex-3-yl)-2,6-diazaspiro[3.4]oct-6-yl)-1,2,4-triazin-6-yl)oxy)-N-isopropylbenzamide C(C)N(C(C1=C(C=CC(=C1)F)OC1=C(N=CN=N1)N1CC2(CN(C2)C(C(C)C)CCCO)CC1)=O)C(C)C